C1(=CC=CC=C1)P(C1=CC(=CC=C1)OC)=O phenyl-(3-methoxyphenyl)phosphine oxide